tert-butyl (1-(4-(4-((R)-3-methylpiperazine-1-carboxamido)-2-oxopyrimidin-1(2H)-yl)phenethyl)azepan-4-yl)carbamate C[C@@H]1CN(CCN1)C(=O)NC1=NC(N(C=C1)C1=CC=C(CCN2CCC(CCC2)NC(OC(C)(C)C)=O)C=C1)=O